CC1=C(C=CC=C1OCCCN1C[C@@H](CC1)O)C1=C(C(=CC=C1)OCCCNCC1=NC=CC=C1)C (R)-1-(3-((2,2'-dimethyl-3'-(3-((pyridin-2-ylmethyl)amino)propoxy)-[1,1'-biphenyl]-3-yl)oxy)propyl)pyrrolidin-3-ol